FC1(CC(NCC1)C1=CC=C(C=C1)C(F)(F)F)F 4,4-difluoro-2-(4-(trifluoromethyl)phenyl)piperidine